2-(6-chloronaphthalen-1-yl)-4-(naphthalen-2-yl)-6-phenyl-1,3,5-triazine ClC=1C=C2C=CC=C(C2=CC1)C1=NC(=NC(=N1)C1=CC2=CC=CC=C2C=C1)C1=CC=CC=C1